C(CCCCCCC)O normal octanol